C(CCCCCCCC)(=O)O.O=C[C@@H](O)[C@@H](O)[C@H](O)[C@H](O)CO Mannose pelargonate